F[C@@H]1C[C@]2(CCCN2C1)COC1=NC2=C(C(=C(C=C2C(=N1)N1CC2CCC(C1)N2)Cl)C2=C(C(=CC(=N2)N)C)C(F)(F)F)F 6-(2-{[(2R,7aR)-2-fluoro-hexahydro-1H-pyrrolizin-7a-yl]methoxy}-6-chloro-4-{3,8-diazabicyclo[3.2.1]oct-3-yl}-8-fluoroquinazolin-7-yl)-4-methyl-5-(trifluoromethyl)pyridin-2-amine